3-vinylpyrrolidine C(=C)C1CNCC1